FC(C=1C=C(C=CC1)NS(=O)(=O)C=1C=C(C=CC1)NC(=O)C1=COC=C1)(F)F N-(3-(N-(3-(trifluoromethyl)phenyl)sulfamoyl)phenyl)furan-3-carboxamide